1-{1-[2-chloro-5-(2,2,2-trifluoro-ethoxy)-phenyl]-ethyl}-3-spiro[3.3]hept-2-yl-urea ClC1=C(C=C(C=C1)OCC(F)(F)F)C(C)NC(=O)NC1CC2(C1)CCC2